tert-butyl N6-D-alanyl-N2-{N-[6-(2,5-dioxo-2,5-dihydro-1H-pyrrol-1-yl)-hexanoyl]-L-valyl-L-alanyl}-L-lysinate N[C@H](C)C(=O)NCCCC[C@H](NC([C@@H](NC([C@@H](NC(CCCCCN1C(C=CC1=O)=O)=O)C(C)C)=O)C)=O)C(=O)OC(C)(C)C